BrC1=C(C=C(C=C1)OC)CCNC(CN1C(C2=CC=CC=C2C1=O)=O)=O N-(2-bromo-5-methoxyphenylethyl)-2-(1,3-dioxoisoindolin-2-yl)acetamide